ClC1=C(C(=NN1C)C1=NN(C=C1)CC)C(=O)N1CC2(CCC1)CCN(CC2)CCC(C)(C)C (5-Chloro-1'-ethyl-1-methyl-1H,1'H-[3,3'-bipyrazol]-4-yl)(9-(3,3-dimethylbutyl)-2,9-diazaspiro[5.5]undecan-2-yl)methanone